CC12COC(C1)(C2)C(=O)N2[C@@H]([C@@H]1[C@H](C2)CCC1)C(=O)N[C@@H](C[C@H]1C(NCC1)=O)C(COC(F)(F)F)=O (1S,3aR,6aS)-2-(4-methyl-2-oxabicyclo-[2.1.1]hexane-1-carbonyl)-N-((S)-3-oxo-1-((S)-2-oxopyrrolidin-3-yl)-4-(trifluoromethoxy)butan-2-yl)octahydrocyclopenta[c]pyrrole-1-carboxamide